P(=O)(O)(O)N[C@@H](CCC(=O)O)C(=O)O N-phosphoglutamic acid